3-Hydroxy-4,4-dimethyl-N-((S)-1-(3-(trifluoro-methoxy)phenyl)propyl)pentanamide OC(CC(=O)N[C@@H](CC)C1=CC(=CC=C1)OC(F)(F)F)C(C)(C)C